1-cyclopropyl-5-[3-(2-methoxyphenyl)-1,2,4-oxadiazol-5-yl]-1H-1,2,3-benzotriazole C1(CC1)N1N=NC2=C1C=CC(=C2)C2=NC(=NO2)C2=C(C=CC=C2)OC